5-Chloro-2-[2-[[(3R)-1-ethyl-3-piperidyl]amino]oxazolo[4,5-b]pyridin-5-yl]-3-methoxy-benzonitrile ClC=1C=C(C(=C(C#N)C1)C1=CC=C2C(=N1)N=C(O2)N[C@H]2CN(CCC2)CC)OC